ClC=1C=C(C=CC1)C(C)(C)NC(CC1NCCC1)=O N-(2-(3-chlorophenyl)propan-2-yl)-2-(pyrrolidin-2-yl)acetamide